N-(6-(difluoromethyl)pyridin-2-yl)-6-methoxy-2-(2-methoxyethyl)-2H-indazole-5-carboxamide FC(C1=CC=CC(=N1)NC(=O)C1=CC2=CN(N=C2C=C1OC)CCOC)F